C1(CCCCC1)N1N=CC=C1C1=C(C=CC=C1OC)OC 1-cyclohexyl-5-(2,6-dimethoxyphenyl)-1H-pyrazol